ClC1=C(C=CC=C1)C1=NC2=C(N1)CC(CC2)N2CC1=C(CC2)N=CN1 5-(2-(2-Chlorophenyl)-4,5,6,7-tetrahydro-1H-benzo[d]imidazol-6-yl)-4,5,6,7-tetrahydro-3H-imidazo[4,5-c]pyridin